trans-3-(6-(1-((4-aminocyclohexyl)methyl)piperidin-4-yl)-1-methyl-1H-indazol-3-yl)piperidine-2,6-dione N[C@@H]1CC[C@H](CC1)CN1CCC(CC1)C1=CC=C2C(=NN(C2=C1)C)C1C(NC(CC1)=O)=O